C1(=CC=CC=C1)SC1=CC=C(C=O)C=C1 4-(Phenylthio)benzaldehyd